2-{6-[(3R)-3-[cyclobutyl(methyl)amino]pyrrolidin-1-yl]pyridazin-3-yl}-5-(2-methyl-1,3-thiazol-5-yl)phenol C1(CCC1)N([C@H]1CN(CC1)C1=CC=C(N=N1)C1=C(C=C(C=C1)C1=CN=C(S1)C)O)C